[4-(5-tert-butyl-1,2,4-oxadiazol-3-yl)phenyl]-[6-[3-(1-methylcyclopropyl)pyrazol-1-yl]-2-azaspiro[3.3]heptan-2-yl]methanone C(C)(C)(C)C1=NC(=NO1)C1=CC=C(C=C1)C(=O)N1CC2(C1)CC(C2)N2N=C(C=C2)C2(CC2)C